7-methoxy-N-methyl-N-Phenyl-[1,2,4]triazolo[4,3-a]quinazolin-5-amine COC=1C=C2C(=NC=3N(C2=CC1)C=NN3)N(C3=CC=CC=C3)C